FC1=CC=CC2=CC(=C3C=CC(OC3=C21)(C2=CC=C(C=C2)OC)C2=CC=C(C=C2)OC)C2=CC=C(C=C2)C2=CC=C(C=C2)C2=C1C=CC(OC1=C1C(=C2)C=CC=C1F)(C1=CC=C(C=C1)OC)C1=CC=C(C=C1)OC 4,4'-bis(10-fluoro-2,2-bis(4-methoxyphenyl)-2H-benzo[H]chromen-5-yl)biphenyl